C1=NC=C(C2=CC=CC=C12)N1C(N(C[C@H]1C#N)C1=CC(=CC=C1)C(F)(F)F)=O (S)-3-(isoquinolin-4-yl)-2-oxo-1-(3-(trifluoromethyl)phenyl)imidazolidine-4-carbonitrile